N-[1-[1-[2-[1-(6-chloropyridazin-3-yl)-4-piperidyl]ethyl]-4,5,6,7-tetrahydroindazole-3-carbonyl]-4-piperidyl]acetamide ClC1=CC=C(N=N1)N1CCC(CC1)CCN1N=C(C=2CCCCC12)C(=O)N1CCC(CC1)NC(C)=O